(O-(3-trimethylammoniopropyl)hydroxylamine) bromide [Br-].C[N+](CCCON)(C)C